(M)-1-(6-(4-(3-hydroxy-1-naphthalenyl)-3,7,7-trimethyl-7,8-dihydro-5H-pyrano[4,3-b]pyridin-2-yl)-2,6-diazaspiro[3.4]octan-2-yl)-2-propen-1-one OC=1C=C(C2=CC=CC=C2C1)C1=C2C(=NC(=C1C)N1CC3(CN(C3)C(C=C)=O)CC1)CC(OC2)(C)C